ethyl-cetylstearyl-dimethyl-ammonium toluenesulfonate C(C1=CC=CC=C1)S(=O)(=O)[O-].C(C)[N+](C)(C)CCCCCCCCCCCCCCCCCCCCCCCCCCCCCCCCCC